Rac-(3aR,4R,6aR)-1-(5-(2-cyanopyridin-4-yl)oxazole-2-carbonyl)-4-methyl-hexahydropyrrolo[3,4-b]pyrrole-5(1H)-carboxylic acid tert-butyl ester C(C)(C)(C)OC(=O)N1C[C@@H]2N(CC[C@@H]2[C@H]1C)C(=O)C=1OC(=CN1)C1=CC(=NC=C1)C#N |r|